4-((6-(2-amino-3-(1H-pyrazol-4-yl)propanoyl)-2-((4-cyanophenyl)amino)-5,6,7,8-tetrahydropyrido[4,3-d]pyrimidin-4-yl)oxy)-3,5-dimethylbenzonitrile NC(C(=O)N1CC2=C(N=C(N=C2OC2=C(C=C(C#N)C=C2C)C)NC2=CC=C(C=C2)C#N)CC1)CC=1C=NNC1